[1-(4-bromo-3-fluoro-2-thienyl)ethyl]-N'-cyclopropyl-ethane-1,2-diamine TFA salt OC(=O)C(F)(F)F.BrC=1C(=C(SC1)C(C)C(CNC1CC1)N)F